C(C)(C)NCC(COC1=C(C=C(C=C1)C=CC)OC)O 1-(isopropylamino)-3-(2-methoxy-4-(prop-1-en-1-yl)phenoxy)propan-2-ol